CCCCC/C=C\CCC/C=C/CCOC(=O)C 3E,8Z-Tetradecadienyl acetate